2-methylpropyl-urea CC(CNC(=O)N)C